2-(3'-Dodecyl-2'-hydroxy-5'-methylphenyl)benzotri-azol C(CCCCCCCCCCC)C=1C(=C(C=C(C1)C)N1N=C2C(=N1)C=CC=C2)O